tetramethyl-3,5-heptanedione CCC(=O)CC(=O)C(C)C(C)(C)C